β-phenylcinnamic acid ethyl ester C(C)OC(C=C(C1=CC=CC=C1)C1=CC=CC=C1)=O